N-(4-methyl-3-(2-morpholino-6-(((R)-tetrahydrofuran-3-yl)oxy)pyridin-4-yl)phenyl)-3-(2,2,2-trifluoroethyl)pyrrolidine-1-carboxamide CC1=C(C=C(C=C1)NC(=O)N1CC(CC1)CC(F)(F)F)C1=CC(=NC(=C1)O[C@H]1COCC1)N1CCOCC1